tert-butyl N-[2-[4-[1-(2,6-dioxo-3-piperidyl)-3-methyl-2-oxo-benzimidazol-5-yl]-1-piperidyl]ethyl]carbamate O=C1NC(CCC1N1C(N(C2=C1C=CC(=C2)C2CCN(CC2)CCNC(OC(C)(C)C)=O)C)=O)=O